3-(3-hydroxy-propylamino)-1-propanol OCCCNCCCO